5-(3-ethyl-2-methyloctan-2-yl)benzene-1,3-diol C(C)C(C(C)(C)C=1C=C(C=C(C1)O)O)CCCCC